(3R,4S)-4-[[1-[1-(2,6-dioxo-3-piperidyl)-3-methyl-2-oxo-benzimidazol-4-yl]azetidin-3-yl]methoxy]-3-fluoro-piperidine-1-carboxylic acid tert-butyl ester C(C)(C)(C)OC(=O)N1C[C@H]([C@H](CC1)OCC1CN(C1)C1=CC=CC=2N(C(N(C21)C)=O)C2C(NC(CC2)=O)=O)F